OCCCCCNC(OCC1C2=CC=CC=C2C=2C=CC=CC12)=O (9H-fluoren-9-yl)methyl (5-hydroxypentyl)carbamate